ClC=1C=C(C=NC1C(=O)N1CC(C1)O)NC(=O)N1CC(C=2C=3N(N=CC21)C=C(N3)C)(C)C N-(5-chloro-6-(3-hydroxyazetidine-1-carbonyl)pyridin-3-yl)-2,9,9-trimethyl-8,9-dihydro-7H-imidazo[1,2-b]pyrrolo[3,2-d]pyridazine-7-carboxamide